C1(CCCCC1)CN1CC(CCC1)C=1NC(N(N1)C=1C=NC=CC1)=O 5-(1-(cyclohexylmethyl)piperidin-3-yl)-2-(pyridin-3-yl)-2,4-dihydro-3H-1,2,4-triazol-3-one